CC1=C(OC2=CC3=C(OCO3)C=C2)C=CC(=C1)[N+](=O)[O-] 5-(2-methyl-4-nitrophenoxy)benzo[d][1,3]dioxole